FC=1C=C(C=CC1F)N1C(CCCC12CCN(CC2)C2=NC(=NC(=C2)N2N=CC=C2)C#N)=O 4-(1-(3,4-difluorophenyl)-2-oxo-1,9-diazaspiro[5.5]undec-9-yl)-6-(1H-pyrazol-1-yl)pyrimidine-2-carbonitrile